C(C=1C(C(=O)OCCCCCC(C)C)=CC=CC1)(=O)OCCCCCC(C)C 1,2-diisooctyl phthalate